(2S)-3-[3-[(Carboxy-methyl)sulfamoyl]phenyl]-2-[(3R)-pyrrolidin-3-yl]propanoic acid C(=O)(O)CNS(=O)(=O)C=1C=C(C=CC1)C[C@H](C(=O)O)[C@@H]1CNCC1